4-((R)-2-azidobutan-2-yl)-6-chloro-1-((4-(cyclopropylthio)butan-2-yl)oxy)-2,7-naphthyridine N(=[N+]=[N-])[C@](C)(CC)C1=CN=C(C2=CN=C(C=C12)Cl)OC(C)CCSC1CC1